FC1(CC(C1)C1=NNC(=N1)C1CC2(CN(C2)C(=O)N2CC3(C2)CC(C3)CC3=NC=C(N=C3)C(F)(F)F)C1)F [6-[3-(3,3-difluorocyclobutyl)-1H-1,2,4-triazol-5-yl]-2-azaspiro[3.3]heptan-2-yl]-[6-[[5-(trifluoromethyl)pyrazin-2-yl]methyl]-2-azaspiro[3.3]heptan-2-yl]methanone